C(C)(C)(C)C1C=2C=C(C(NC2C2=C(C1)N1C(=N2)C(=CC(=C1)OC)OC)=O)C(=O)O 5-(tert-Butyl)-9,11-dimethoxy-2-oxo-1,2,5,6-tetrahydropyrido[2',1':2,3]imidazo[4,5-h]quinoline-3-carboxylic acid